6-((3S,5S)-3,5-dimethylpiperazin-1-yl)-3-((8-fluoro-2-methylimidazo[1,2-a]pyridin-6-yl)amino)-1H-indazole-4-carbonitrile bis(2,2,2-trifluoroacetate) FC(C(=O)O)(F)F.FC(C(=O)O)(F)F.C[C@H]1CN(C[C@@H](N1)C)C=1C=C(C=2C(=NNC2C1)NC=1C=C(C=2N(C1)C=C(N2)C)F)C#N